(E)-N-(1-(3-(1,1-Difluoro-2-methoxyethyl)-5-nitrophenyl)ethylidene)-2-methylpropane-2-sulfinamide FC(COC)(F)C=1C=C(C=C(C1)[N+](=O)[O-])\C(\C)=N\S(=O)C(C)(C)C